(S)-6-allyl-2-((4-((2-hydroxy-1-phenylethyl)amino)-5-(3-(pyridin-4-yl)-1,2,4-oxadiazol-5-yl)pyridin-2-yl)amino)-7,7-dimethyl-6,7-dihydro-5H-pyrrolo[3,4-d]pyrimidin-5-one C(C=C)N1C(C=2N=C(N=CC2C1=O)NC1=NC=C(C(=C1)N[C@H](CO)C1=CC=CC=C1)C1=NC(=NO1)C1=CC=NC=C1)(C)C